N1(N=NC=C1)C1=CC=C(N=N1)CN1C(C(N(C=C1)C1CCCC1)=O)=O 1-((6-(1H-1,2,3-triazol-1-yl)pyridazin-3-yl)methyl)-4-cyclopentyl-1,4-dihydropyrazine-2,3-dione